C(C(C)C)C(=O)O.C(=O)OCC(C)C isobutyl formate (Isobutyl formate)